BrC=1N=C(C2=C(N1)C1=C(O2)N=CC=C1)N1CCOCC1 2-bromo-4-morpholinopyrido[3',2':4,5]furo[3,2-d]pyrimidine